CC1(CC=C(C1)C(C)OC(COC([C@@H](C)O)=O)(C)C)C (2R)-2-hydroxypropionic acid 2-[1-(4,4-dimethyl-1-cyclopenten-1-yl) ethoxy]-2-methylpropyl ester